2-cyano-1'-((7-ethyl-6-carbonyl-5,6-dihydro-1,5-naphthyridin-3-yl)methyl)-N-methyl-1',2',3',6'-tetrahydro-[3,4'-bipyridine]-6-carboxamide C(#N)C1=NC(=CC=C1C=1CCN(CC1)CC=1C=NC=2C=C(C(NC2C1)=C=O)CC)C(=O)NC